ClC1=NC(=C2N=CNC2=N1)Cl 2,6-dichloro-9H-purine